C(C)(CC)N([Si](C)(C)C)[Si]([Si](Cl)(Cl)Cl)(Cl)Cl (sec-butyl)(trimethylsilyl)aminopentachlorodisilane